Tert-butyl 7-(6-amino pyridine-3-yl)-4,7-diazaspiro[2.5]octane-4-carboxylate NC1=CC=C(C=N1)N1CCN(C2(CC2)C1)C(=O)OC(C)(C)C